sodium ferric ferrocyanide [Fe-4](C#N)(C#N)(C#N)(C#N)(C#N)C#N.[Fe+3].[Na+]